BrC1=CC=C(CC2=CC(=CC=C2)[N+](=O)[O-])C=C1 1-(4-bromobenzyl)-3-nitrobenzene